1-phenanthryl-1-propanone C1(=CC=CC=2C3=CC=CC=C3C=CC12)C(CC)=O